tert-butyl rac-(2R,4R)-4-amino-2-methyl-piperidine-1-carboxylate N[C@H]1C[C@H](N(CC1)C(=O)OC(C)(C)C)C |r|